FC1(CCN(CC1)C(=O)C=1C=C2C(=NC1)N(C=C2)C=2C=CC(=NC2)C(=O)NCC(C)(C)C)F 5-(5-(4,4-difluoropiperidine-1-carbonyl)-1H-pyrrolo[2,3-b]pyridin-1-yl)-N-neopentylpicolinamide